CC=1C2=C(N=NC1C(C(F)(F)F)(F)F)N(C(=N2)C2=NC=C(C=C2S(=O)(=O)CC)C=2N=NNN2)C methyl-6-[3-ethylsulfonyl-5-(2H-tetrazol-5-yl)-2-pyridyl]-7-methyl-3-(1,1,2,2,2-pentafluoroethyl)imidazo[4,5-c]pyridazine